C1(CC1)C1=NC=NC(=C1C1=NC=C(C(=N1)NCC1=CC=C(C=C1)C=1N(C=C(N1)C(F)(F)F)C(C)C)P(C)(C)=O)OC (4'-cyclopropyl-4-((4-(1-isopropyl-4-(trifluoromethyl)-1H-imidazol-2-yl)benzyl)amino)-6'-methoxy-[2,5'-bipyrimidin]-5-yl)dimethylphosphine oxide